N-[6-(5-bromo-1H-pyrazol-1-yl)-5-chloropyridin-3-yl]-N-[(tert-butoxy)carbonyl]carbamic acid tert-butyl ester C(C)(C)(C)OC(N(C(=O)OC(C)(C)C)C=1C=NC(=C(C1)Cl)N1N=CC=C1Br)=O